ethyl-N-hexyl-N-(propoxycarbonyl)valine C(C)[C@](N(C(=O)OCCC)CCCCCC)(C(C)C)C(=O)O